N-({4-bromo-1H,3H-furo[3,4-c]quinolin-7-yl}methyl)-N-(4,4-difluoro-1,1-dioxo-3,4-dihydro-2H-1λ6-benzothiopyran-8-yl)-2-methylpyrimidine-5-carboxamide BrC1=NC=2C=C(C=CC2C2=C1COC2)CN(C(=O)C=2C=NC(=NC2)C)C2=CC=CC=1C(CCS(C12)(=O)=O)(F)F